[C@H]12CC(C[C@@H]2O1)C1=NN(C(=C1)NC(OCC1=CC=CC=C1)=O)C(C)(C)C benzyl (3-((1R,3r,5S)-6-oxabicyclo[3.1.0]hexan-3-yl)-1-(tert-butyl)-1H-pyrazol-5-yl)carbamate